CC1OC2=C(C1=O)C=CC=C2 2-methylbenzofuran-3(2H)-one